C(C)(C)(C)OC(NC1=NC(=CC=C1)N1CCN(CC1)CC)=O [6-(4-ethylpiperazin-1-yl)pyridin-2-yl]carbamic acid tert-butyl ester